2-fluoro-3-nitro-benzotrifluoride FC1=C(C=CC=C1[N+](=O)[O-])C(F)(F)F